(3R)-3-amino-5-[(4-chlorophenyl)methyl]-8-fluoro-7-[5-(o-tolyl)-1,3,4-oxadiazol-2-yl]-1,1-dioxo-2,3-dihydro-1lambda6,5-benzothiazepin-4-one N[C@H]1CS(C2=C(N(C1=O)CC1=CC=C(C=C1)Cl)C=C(C(=C2)F)C=2OC(=NN2)C2=C(C=CC=C2)C)(=O)=O